CN(C)C1CCCCC1 dimethylaminocyclohexane